4-(3-hydroxypyrrolidin-1-yl)-N-(4-(2-(4-methoxyphenyl)propan-2-yl)thiazol-2-yl)benzamide OC1CN(CC1)C1=CC=C(C(=O)NC=2SC=C(N2)C(C)(C)C2=CC=C(C=C2)OC)C=C1